N-[(3R)-1-azabicyclo[2.2.2]octan-3-yl]-1-[2-methoxy-4-(trifluoromethyl)phenyl]pyrido[3,4-d]pyridazin-4-amine N12C[C@@H](C(CC1)CC2)NC=2N=NC(=C1C2C=NC=C1)C1=C(C=C(C=C1)C(F)(F)F)OC